(Z)-3-chloro-N',4-dihydroxy-5-methylbenzidine ClC1C=C(C=C(C1(N)O)C)C1=CC=C(NO)C=C1